N-(bicyclo[1.1.1]pentan-1-yl)-5-(4-((7-ethyl-6-oxo-5,6-dihydro-1,5-naphthyridin-3-yl)methyl)piperazin-1-yl)picolinamide C12(CC(C1)C2)NC(C2=NC=C(C=C2)N2CCN(CC2)CC=2C=NC=1C=C(C(NC1C2)=O)CC)=O